benzyl ((3R,4R)-3-((3-((3-carbamoyl-1-methyl-1H-pyrazol-4-yl)carbamoyl)pyrazolo[1,5-a]pyrimidin-5-yl)amino)tetrahydro-2H-pyran-4-yl)carbamate C(N)(=O)C1=NN(C=C1NC(=O)C=1C=NN2C1N=C(C=C2)N[C@H]2COCC[C@H]2NC(OCC2=CC=CC=C2)=O)C